ethyl (S)-2-((1-(6-((5-cyanopyridin-2-yl) methoxy) pyridin-2-yl) piperidin-4-ylidene) methyl)-7-fluoro-1-(oxetan-2-ylmethyl)-1H-benzo[d]imidazole-6-carboxylate C(#N)C=1C=CC(=NC1)COC1=CC=CC(=N1)N1CCC(CC1)=CC1=NC2=C(N1C[C@H]1OCC1)C(=C(C=C2)C(=O)OCC)F